3-heptanoyl-2,2-propanediol C(CCCCCC)(=O)CC(C)(O)O